N=1C=2N(CC1)C1=C(N2)C=CC=C1 benzo[4,5]imidazo[3,2-a]imidazole